1-Butyl-3-methylimidazolium sulfate S(=O)(=O)([O-])[O-].C(CCC)N1C=[N+](C=C1)C.C(CCC)N1C=[N+](C=C1)C